C(C)(C)(C)[C@@H]1N=C(OC1)[C@H]([C@H](CC)C)NC(C)=O N-((1S,2S)-1-((S)-4-(tert-butyl)-4,5-dihydrooxazol-2-yl)-2-methylbutyl)acetamide